5-(4-Fluorophenyl)-5-phenyl-2-isoxazolin FC1=CC=C(C=C1)C1(CC=NO1)C1=CC=CC=C1